ClC=1N=C(C2=C(N1)NC1=C2C=CN=C1Cl)Cl 2,4,8-trichloro-9H-pyrido[4',3':4,5]pyrrolo[2,3-d]pyrimidine